N-(2-hydroxyethyl)-1-methyl-2-((6-(trifluoromethoxy)benzo[d]oxazol-2-yl)amino)-1H-benzo[d]imidazole-5-carboxamide OCCNC(=O)C1=CC2=C(N(C(=N2)NC=2OC3=C(N2)C=CC(=C3)OC(F)(F)F)C)C=C1